ClC1=NC(=C(C(=N1)OC)CCl)C 2-chloro-5-(chloro-methyl)-4-methoxy-6-methylpyrimidine